COC1=CC=CC(=N1)NCCCCC(=O)NCC(=O)NCCC(=O)O 3-(2-(5-((6-methoxypyridin-2-yl)amino)pentanoylamino)acetylamino)propanoic acid